phenazine tosylate S(=O)(=O)(O)C1=CC=C(C)C=C1.C1=CC=CC2=NC3=CC=CC=C3N=C12